5-(1,3-dioxo(phenylethynyl)isoindolin-2-yl)isophthalic acid O=C1N(C(C2=C(C=CC=C12)C#CC1=CC=CC=C1)=O)C=1C=C(C=C(C(=O)O)C1)C(=O)O